COC(C1=C(C=C(C(=C1)Cl)C(F)(F)F)OC1=C(C=C(C=C1)OC(F)(F)F)F)=O 5-chloro-2-(2-fluoro-4-(trifluoromethoxy)phenoxy)-4-(trifluoromethyl)benzoic acid methyl ester